3-hexyl-5-phenylimidazolidine-2,4-dione C(CCCCC)N1C(NC(C1=O)C1=CC=CC=C1)=O